6-Methyl-2-(3-(3-(trifluoromethyl)phenoxy)phenyl)-1,3,6,2-dioxazaborocane-4,8-dione CN1CC(OB(OC(C1)=O)C1=CC(=CC=C1)OC1=CC(=CC=C1)C(F)(F)F)=O